6-isobutyl-4-methylpyridin C(C(C)C)C1=CC(=CC=N1)C